tert-Butyl 4-(4-(2-(3-amino-6-(difluoromethyl)thieno[2,3-b]pyridine-2-carboxamido)ethyl)-2-chlorophenyl)piperazine-1-carboxylate NC1=C(SC2=NC(=CC=C21)C(F)F)C(=O)NCCC2=CC(=C(C=C2)N2CCN(CC2)C(=O)OC(C)(C)C)Cl